C(C)(=O)OC1=C(C=CC(=C1)C(F)(F)F)N1N=C2CCN(CC3C2=C1CCN3C(=O)OC(C)(C)C)C(=O)OCC3=CC=CC=C3 7-benzyl 5-(tert-butyl) 2-(2-acetoxy-4-(trifluoromethyl)phenyl)-3,4,5a,6,8,9-hexahydro-2H-1,2,5,7-tetraazabenzo[cd]azulene-5,7-dicarboxylate